C\C(=C/CCO)\CCC=C(C)C (E)-4,8-dimethylnona-3,7-dien-1-ol